OC=1C=C2C(=NN(C2=CC1)C(=O)OC(C)(C)C)OC tert-Butyl 5-hydroxy-3-methoxy-1H-indazole-1-carboxylate